COC=1C=C(C[C@@H]2[C@@H]([C@H](OC2)C2=CC=C(C=C2)F)COC(CC(C)C)=O)C=CC1OC 3-methylbutyric acid ((2S,3R,4R)-4-(3,4-dimethoxybenzyl)-2-(4-fluorophenyl)-tetrahydrofuran-3-yl)methyl ester